2-(allyloxy)-3-tert-butylbenzaldehyde C(C=C)OC1=C(C=O)C=CC=C1C(C)(C)C